4-({[(2R,3R,11bR)-3-(2,2-dimethylpropyl)-2-hydroxy-10-methoxy-1H,2H,3H,4H,6H,7H,11bH-pyrido[2,1-a]isoquinolin-9-yl]oxy}ethyl)piperidine-1-carbonitrile CC(C[C@H]1[C@@H](C[C@H]2N(CCC3=CC(=C(C=C23)OC)OCCC2CCN(CC2)C#N)C1)O)(C)C